FC(CNC1(CCC1)C=1C=CC=2N(C1)N=CC2I)F N-(2,2-difluoroethyl)-1-(3-iodopyrazolo[1,5-a]pyridin-6-yl)cyclobutanamine